F\C(=C/CN)\CN1N=NC2=C1C=CC=C2C2=C(C=CC(=C2)S(=O)(=O)N2CCN(CC2)C)OC (Z)-3-fluoro-4-(4-(2-methoxy-5-((4-methylpiperazin-1-yl)sulfonyl)phenyl)-1H-benzo[d][1,2,3]triazol-1-yl)but-2-en-1-amine